OC1=CC=C(C=C1)C1COC2=C(C(=CC=C2C1C1=CC(=C(C=C1)F)C)O)C 1-cis-3-(4-hydroxyphenyl)-4-(4-fluoro-3-methylphenyl)-8-methylchroman-7-ol